COCC1=C(C(=CC(=C1)C(C)(C)C)COC)O 2,6-dimethoxymethyl-4-tertiary butyl-phenol